CC([SiH2]CCOCN1C(=NC2=C1CNC2)N2N=CC1=CC=CC=C21)(C)C 1-(((2-(trimethylmethylsilyl)ethoxy)methyl)-1,4,5,6-tetrahydropyrrolo[3,4-d]imidazol-2-yl)-1H-indazole